C(C)(C)(C)OC(=O)N1C(C(CC1)N(C)C1=NC(=NC2=CC(=C(C=C12)F)Br)Cl)C 3-[(7-bromo-2-chloro-6-fluoro-quinazolin-4-yl)-methyl-amino]-2-methyl-pyrrolidine-1-carboxylic acid tert-butyl ester